ClC1=C(C=CC=C1)C(C1CC1)NC=1N=CC(=NC1)C(=O)N[C@H](C)\C=C\S(=O)(=O)C1CC1 5-(((2-chlorophenyl)(cyclopropyl)methyl)amino)-N-((R,E)-4-(cyclopropylsulfonyl)but-3-en-2-yl)pyrazine-2-carboxamide